C(C)(=O)C1=CC=C(C=C1)C=1C=2N(C=C(C1)C1=CC=C(C#N)C=C1)C=C(N2)C2=CC=CC=C2 4-(8-(4-acetylphenyl)-2-phenylimidazo[1,2-a]pyridin-6-yl)benzonitrile